N1=CC=C2N1C=CC(=C2)C=2SC(=CN2)C(=O)OC methyl 2-pyrazolo[1,5-a]pyridin-5-ylthiazole-5-carboxylate